C(C1=CC=CC=C1)(=O)OC1=CC=C(C=C1)CO 4-(Hydroxymethyl)Phenyl Benzoate